potassium tri(isopropoxy)borohydride C(C)(C)O[BH-](OC(C)C)OC(C)C.[K+]